CO[C@H](C(=O)NC=1SC(=NN1)N[C@H]1CN(CC1)C=1N=NC(=CC1)C)C1=CC(=CC=C1)OC(F)(F)F (2S)-2-methoxy-N-[5-[[(3R)-1-(6-methylpyridazin-3-yl)pyrrolidin-3-yl]amino]-1,3,4-thiadiazol-2-yl]-2-[3-(trifluoromethoxy)phenyl]acetamide